nickel-gold-tin [Sn].[Au].[Ni]